5-(4-ethylpiperazin-1-yl)-2,3-dihydro-1,4-benzodioxine C(C)N1CCN(CC1)C1=CC=CC=2OCCOC21